thieno[3,2-d]isoxazole O1N=CC2=C1SC=C2